ClC1=CC2=C(S1)C1(CC(N(C(C1)C)C(C(F)(F)F)=O)C)OCC2O 1-[(2R,6S)-2-chloro-4-hydroxy-2',6'-dimethyl-spiro[4,5-dihydrothieno[2,3-c]pyran-7,4'-piperidine]-1'-yl]-2,2,2-trifluoro-ethanone